NC1=NN2C(C=C(C=C2)C=2C(=C(C(=O)NCC[C@H](O)C3=CC=C(C=C3)C#N)C(=CC2)C)F)=N1 (S)-3-(2-amino-[1,2,4]triazolo[1,5-a]pyridin-7-yl)-N-(3-(4-cyanophenyl)-3-hydroxypropyl)-2-fluoro-6-methylbenzamide